(2S)-5,5-dimethyl-2-{[(1-methyl-1H-1,2,3-benzotriazol-5-yl)methyl]amino}hexanoic acid CC(CC[C@@H](C(=O)O)NCC1=CC2=C(N(N=N2)C)C=C1)(C)C